C(C)(C)C1=NC(=NO1)C=1C=C2CCC(C2=CC1)NC(=O)C=1C(=NN(C1)C)C N-(5-(5-isopropyl-1,2,4-oxadiazol-3-yl)-2,3-dihydro-1H-inden-1-yl)-1,3-dimethyl-1H-pyrazole-4-carboxamide